C1(=CC=CC=C1)CCCCOC=1C=C2C(N(C(C2=CC1[N+](=O)[O-])=O)CC(=O)O)=O 5-(4-phenylbutoxy)-6-nitro-N-carboxymethyl-isoindoline-1,3-dione